C[Si](CCOCN1N=CC2=C1C=C(CO2)C(=O)OC)(C)C methyl 1-((2-(trimethylsilyl)ethoxy)methyl)-1,5-dihydropyrano[3,2-c]pyrazole-6-carboxylate